ClC=1C=NC=C(C1C=1C=CC(=C2C=CC=NC12)C[C@@H](C(=O)O)NC(C1=C(C=CC=C1F)F)=O)Cl (S)-3-(8-(3,5-dichloropyridin-4-yl)quinolin-5-yl)-2-(2,6-difluorobenzoylamino)propionic acid